BrC1=CC=C(OP2(SCCS2)=S)C=C1 2-(4-bromophenoxy)-1,3,2-dithiaphospholane 2-sulfide